[Si](C)(C)(C(C)(C)C)OC[C@H](NC(=O)C=1N=C(SC1)N1CCN(CC1)C(COCCOC)=O)C(=O)OC Methyl O-(tert-butyldimethylsilyl)-N-(2-(4-(2-(2-methoxyethoxy)acetyl)piperazin-1-yl)thiazole-4-carbonyl)-L-serinate